2-methyl-N-((R)-1-(3-nitro-5-(trifluoromethyl)phenyl)ethyl)propane-2-sulfinamide CC(C)(C)S(=O)N[C@H](C)C1=CC(=CC(=C1)C(F)(F)F)[N+](=O)[O-]